NC(CCN1N=C(C=C1C=1N=C(N(C1)C)C1=NC(=CC2=C1C=NN2C)C(=O)NCC2=C(C=C(C=C2)OC)OC)C)=O 4-{4-[1-(3-amino-3-oxopropyl)-3-methyl-1H-pyrazol-5-yl]-1-methyl-1H-imidazol-2-yl}-N-[(2,4-dimethoxyphenyl)methyl]-1-methyl-1H-pyrazolo[4,3-c]pyridine-6-carboxamide